CC1=C(C=NC=2OCCNC21)C=2C1=C(N=C(N2)NC2=CC(=CC=C2)S(=O)(=O)C)CNCC1 (8-methyl-2,3-dihydro-1H-pyrido[2,3-b][1,4]oxazin-7-yl)-N-(3-(methylsulfonyl)phenyl)-5,6,7,8-tetrahydropyrido[3,4-d]pyrimidin-2-amine